N-[2-(4-Methoxypiperidin-1-yl)-[1,3]thiazolo[5,4-c]pyridin-6-yl]-4-methyl-6-((3S)-pyrrolidin-3-yloxy)pyridin-2-amine COC1CCN(CC1)C=1SC=2C=NC(=CC2N1)NC1=NC(=CC(=C1)C)O[C@@H]1CNCC1